C(#N)C1=NC(=C2C=C(N=CC2=C1)N[C@@H]1CN(CCC1)C(=O)OC(C)(C)C)N[C@H](C)C1=CC=CC=C1 tert-butyl (S)-3-((7-cyano-5-(((R)-1-phenylethyl)amino)-2,6-naphthyridin-3-yl)amino)piperidine-1-carboxylate